2,2'-difluoro-[1,1'-biphenyl] FC1=C(C=CC=C1)C1=C(C=CC=C1)F